NC1(CCC(CC1)N)C(=O)OC methyl 1,4-diaminocyclohexane-1-carboxylate